2,4-dihydroxy-isophthalic acid OC1=C(C(=O)O)C=CC(=C1C(=O)O)O